N-(6-amino-5-ethylpyridin-3-yl)-2-((2R,5S)-5-methyl-2-(2-(1-(pyrrolidin-1-yl)propan-2-yl)benzo[d]thiazol-5-yl)piperidin-1-yl)-2-oxoacetamide NC1=C(C=C(C=N1)NC(C(=O)N1[C@H](CC[C@@H](C1)C)C=1C=CC2=C(N=C(S2)C(CN2CCCC2)C)C1)=O)CC